N,N-diethylpropylamine C(C)N(CC)CCC